C(#N)C1=C(C=CC=C1)C1=C2CCN(C2=CC=C1)C(=O)[C@H]1N(CCC1)C#N (S)-2-(4-(2-cyanophenyl)indoline-1-carbonyl)pyrrolidine-1-carbonitrile